FC=1C=C(C=CC1F)N1C2CN(CC1CC2)C(=O)N2C(C=CC1=CC(=CC=C21)[N+](=O)[O-])=O (8-(3,4-difluorophenyl)-3,8-diazabicyclo[3.2.1]octane-3-carbonyl)-6-nitroquinolin-2(1H)-one